methyl 2,4-difluoro-5-[[(1S)-1-(2-pyrimidin-2-yl-1,2,4-triazol-3-yl)ethyl]carbamoylamino]benzoate FC1=C(C(=O)OC)C=C(C(=C1)F)NC(N[C@@H](C)C=1N(N=CN1)C1=NC=CC=N1)=O